6-(3-isopropyl-5-((1-methylpiperidin-4-yl)methoxy)-1H-indol-2-yl)-8-methyl-[1,2,4]triazolo[1,5-a]pyridine C(C)(C)C1=C(NC2=CC=C(C=C12)OCC1CCN(CC1)C)C=1C=C(C=2N(C1)N=CN2)C